6-[8-(1,3-benzothiazol-2-ylcarbamoyl)-3,4-dihydroisoquinolin-2(1H)-yl]-3-[1-benzyl-3-(ethoxycarbonyl)-5-methyl-1H-pyrazol-4-yl]pyridine-2-carboxylic acid S1C(=NC2=C1C=CC=C2)NC(=O)C=2C=CC=C1CCN(CC21)C2=CC=C(C(=N2)C(=O)O)C=2C(=NN(C2C)CC2=CC=CC=C2)C(=O)OCC